1,1-di((Z)-dec-4-en-1-yl)hydrazine C(CC\C=C/CCCCC)N(N)CCC\C=C/CCCCC